CN1C=C(C=2C1=NC=C(C2)C=2C=NC=C(C2)C2=CC=C(C=C2)N2C(CCC2)=O)C=2C=CC(=NC2)NC(C)=O N-(5-(1-methyl-5-(5-(4-(2-oxopyrrolidin-1-yl)phenyl)pyridin-3-yl)-1H-pyrrolo[2,3-b]pyridin-3-yl)pyridin-2-yl)acetamide